5-(5H-imidazo[5,1-a]isoindol-5-yl)-5,6,7,8-tetrahydropyrazolo[1,5-a]azepin-4-one C=1N=CN2C1C1=CC=CC=C1C2C2C(C=1N(CCC2)N=CC1)=O